C(CCCCCCCC)NCCCN N-nonylpropane-1,3-diamine